2-chloro-4-({4-[methyl-(3-methyl-1H-indazol-6-yl)amino]-2-pyrimidinyl}amino)benzenesulfonamide ClC1=C(C=CC(=C1)NC1=NC=CC(=N1)N(C1=CC=C2C(=NNC2=C1)C)C)S(=O)(=O)N